C(C)(=O)N[C@@H](C(CC)CC)[C@@H]1[C@@H]([C@H](C[C@H]1NC(=N)N)C(=O)O)O (1S,2S,3R,4R)-3-[(S)-1-acetylamino-2-ethylbutyl]-4-guanidino-2-hydroxycyclopentane-1-carboxylic acid